O=C1OC2=CC(=CC=C2C(=C1)C1=C(C=CC=C1)C)N[C@@H](CC(=O)O)C (R)-3-((2-oxo-4-(o-tolyl)-2H-chromen-7-yl)amino)butanoic acid